COC(/C=C/C1=CC2=C(CN(CC2)C(=O)OC(C)(C)C)S1)=O tert-butyl 2-[(E)-3-methoxy-3-oxoprop-1-enyl]-5,7-dihydro-4H-thieno[2,3-c]pyridine-6-carboxylate